4-(2-{[(2R,7aS)-2-fluoro-hexahydropyrrolizin-7a-yl]methoxy}-5-(pyrrolidin-1-yl)pyrido[4,3-d]pyrimidin-7-yl)-6-fluoro-5-[2-(triisopropylsilyl)ethynyl]naphthalen-2-ol F[C@@H]1C[C@@]2(CCCN2C1)COC=1N=CC2=C(N1)C=C(N=C2N2CCCC2)C2=CC(=CC1=CC=C(C(=C21)C#C[Si](C(C)C)(C(C)C)C(C)C)F)O